C(C)OC(\C=C\C(OCC)OCC)OCC (E)-1,1,4,4-tetraethoxybut-2-ene